NC1=NC=CC(=C1F)CC=1C(=C(C(=C(C(=O)N[C@H](C)C=C)C1)NC1=C(C=C(C=C1)I)F)F)F (R)-5-((2-amino-3-fluoropyridin-4-yl)methyl)-N-(but-3-ene-2-yl)-3,4-difluoro-2-((2-fluoro-4-iodophenyl)amino)benzamide